C(C)(C)(C)OC(=O)C(C)CCCCC Heptane-2-Carboxylic acid tert-butyl ester